ClC1=C(C=CC=C1)N1C=2N(C3=C(C1=O)C=NC(=N3)NC3=CC=C(C=C3)N3CC(CCC3)C(F)(F)F)C=CN2 6-(2-chlorophenyl)-2-({4-[3-(trifluoromethyl)piperidin-1-yl]phenyl}amino)imidazo[1,2-a]pyrimido[5,4-e]pyrimidin-5(6H)-one